C(C=C)(=O)OCC(COC(C=C)=O)C 2-methylpropane-1,3-diyl diacrylate